C(CCCN1C(CCCCC1)C1=C(C=C(C(=O)N)C=C1)[N+](=O)[O-])N1C(CCCCC1)C1=C(C=C(C(=O)N)C=C1)[N+](=O)[O-] 4,4'-(butane-1,4-diylbis(azepanediyl))bis(3-nitrobenzamide)